COC([C@H](CSSC[C@@H](C(=O)OC)NC(=O)C(=C)C)NC(=O)C(=C)C)=O N,N'-bis(methacryl)cystine dimethyl ester